(1-(methylsulfonyl)piperidin-4-yl)-5-(trifluoromethyl)-4-(1-(2-(trifluoromethyl)pyridin-3-yl)-1H-imidazol-4-yl)pyrimidin-2-amine CS(=O)(=O)N1CCC(CC1)C1=C(C(=NC(=N1)N)C=1N=CN(C1)C=1C(=NC=CC1)C(F)(F)F)C(F)(F)F